4-(2-Amino-2-methylpropanoyl)-N-(1-(4-((4-(2-aminoethyl)piperidin-1-yl)methyl)cyclohex-1-en-1-yl)-2-oxo-1,2-dihydropyrimidin-4-yl)piperazine-1-carboxamide hydrochloride salt Cl.NC(C(=O)N1CCN(CC1)C(=O)NC1=NC(N(C=C1)C1=CCC(CC1)CN1CCC(CC1)CCN)=O)(C)C